NC=1N=C2N(C=C(C=C2)C=2C=C3C=CNC3=CC2)C1C(=O)[C@@H]1[C@@H](C1)F (2-amino-6-(1H-indol-5-yl)imidazo[1,2-a]pyridin-3-yl)((1R,2R)-2-fluorocyclopropyl)methanone